N-[4-(2-Isopropylphenyl)-6-methylsulfanyl-pyrimidin-2-yl]-3-nitro-benzenesulfonamide C(C)(C)C1=C(C=CC=C1)C1=NC(=NC(=C1)SC)NS(=O)(=O)C1=CC(=CC=C1)[N+](=O)[O-]